FC1(OCCC1(C(F)(F)F)F)C(F)(F)F 2,3-difluorotetrahydro-2,3-bis(trifluoromethyl)-furan